OC=1C(=NC(=CC1)CN1CCN(CC1)C)\C=N\O (E)-3-hydroxy-6-((4-methylpiperazin-1-yl)methyl)pyridineformaldoxime